(2-Fluoroethylamino)-4-(6-(6-((6-trifluoromethoxy-pyridin-3-yl)methyl)-3,6-diazabicyclo[3.1.1]heptan-3-yl)pyridin-3-yl)-6-oxopyrimidine-5-carbonitrile FCCNC=1NC(C(=C(N1)C=1C=NC(=CC1)N1CC2N(C(C1)C2)CC=2C=NC(=CC2)OC(F)(F)F)C#N)=O